CC=1C=C(C=C(C1OC1=C(C=CC=C1)C=CC)C)C1(CCC(CC1)C(C)(C)C1=CC(=C(C(=C1)C)OC1=C(C=CC=C1)C=CC)C)C 1,8-bis[3,5-dimethyl-4-(o-propenylphenoxy)phenyl]Menthane